C1=CC(=CC=C1N)OC2=CC=C(C=C2)[N+](=O)[O-] 4-amino-4'-nitrodiphenyl ether